4-(4-acryloylpiperazin-1-yl)-7-(3-amino-2-chloro-4,5,6-trifluorophenyl)-6-chloro-1-(2-isopropyl-4-methylpyridin-3-yl)-2-oxo-1,2-dihydro-1,8-naphthyridine-3-carbonitrile C(C=C)(=O)N1CCN(CC1)C1=C(C(N(C2=NC(=C(C=C12)Cl)C1=C(C(=C(C(=C1F)F)F)N)Cl)C=1C(=NC=CC1C)C(C)C)=O)C#N